C(C)(C)(C)OC(=O)N1CC2=CC(=CC=C2CC1)O[C@@H](C)C1=C(C=C(C=C1)C#N)F (S)-7-(1-(4-cyano-2-fluorophenyl)ethoxy)-3,4-dihydroisoquinoline-2(1H)-carboxylic acid tert-butyl ester